4-methyl-3-(2-trimethylsilylethynyl)benzoic acid methyl ester COC(C1=CC(=C(C=C1)C)C#C[Si](C)(C)C)=O